C(C)(C)N1N=C(C(=C1C)C=O)C 1-isopropyl-3,5-dimethyl-1H-pyrazole-4-carbaldehyde